CC1C(=O)OCC1 α-methyl-butyrolactone